C(CCCC#C)(=O)[O-] hex-5-ynoate